(4-(2-chloropyrimidin-4-yl) phenyl) carbamate C(N)(OC1=CC=C(C=C1)C1=NC(=NC=C1)Cl)=O